C1(CC1)C1=NC=NC(=C1C1=NC=C(C(=N1)NCC1=CC(=C(C=C1)N1N=C(C=C1C(C)C)C(F)(F)F)F)P(C)(C)=O)OC (4'-cyclopropyl-4-((3-fluoro-4-(5-isopropyl-3-(trifluoromethyl)-1H-pyrazol-1-yl)benzyl)amino)-6'-methoxy-[2,5'-bipyrimidin]-5-yl)dimethylphosphine oxide